CNC(=O)C1=CN=CC=C1 Methylnicotinamide